(3-(5-(1,2-dihydroxyethyl)-8-(4-(trifluoromethoxy)phenyl)quinoxalin-6-yl)azetidin-1-yl)methanone OC(CO)C1=C2N=CC=NC2=C(C=C1C1CN(C1)C=O)C1=CC=C(C=C1)OC(F)(F)F